C(#N)CC(=O)NC1=CC=C(C=C1)C(F)(F)F 2-cyano-N-(4-trifluoromethyl-phenyl)-acetamide